CN1N(C2=NC(=NC=C2C1=O)SC)C1=NC=CC=C1 2-methyl-6-methylsulfanyl-1-(2-pyridyl)pyrazolo[3,4-d]pyrimidin-3-one